N2-(4,4-difluorocyclohexyl)-N4-(1-(methylsulfonyl)piperidin-4-yl)-6-(6-(trifluoromethyl)pyridin-2-yl)-1,3,5-triazine-2,4-diamine FC1(CCC(CC1)NC1=NC(=NC(=N1)NC1CCN(CC1)S(=O)(=O)C)C1=NC(=CC=C1)C(F)(F)F)F